OC[C@@H]1[C@H]([C@@H]([C@H]([C@@H](O1)O)O)O)O (2R,3R,4S,5S,6R)-6-(hydroxymethyl)tetrahydropyran-2,3,4,5-tetrol